13-methyl-5-oxo-6,7-dihydro-5H-indolo[2,3-a]pyrrolo[3,4-c]carbazol-12(13H)-yl-propanenitrile CN1C=2C=CC=CC2C2=C1C=1N(C3=CC=CC=C3C1C1=C2C(NC1)=O)C(C#N)C